C1(=CC(=CC=C1)C1N(OCC1)C1=CC(=NC=N1)NC=1C(=CC(=C(C1)NC(C=C)=O)N1CCN(CC1)CC=C)OC)C1=CC=CC=C1 N-(5-((6-(3-([1,1'-biphenyl]-3-yl)isoxazolidin-2-yl)pyrimidin-4-yl)amino)-2-(4-allylpiperazin-1-yl)-4-methoxyphenyl)acrylamide